FC1=C(CN2C(C3=CC=C(C=C3C=C2)C2=CC(=CC=C2)O)=O)C=CC=C1 2-(2-fluorobenzyl)-6-(3-hydroxyphenyl)isoquinolin-1(2H)-one